(1R,4R)-4-(4-amino-3-methyl-1H-pyrazol-1-yl)cyclohexane-1-carboxylic acid methyl ester COC(=O)C1CCC(CC1)N1N=C(C(=C1)N)C